N-((3R,5S)-1-cyano-5-methylpyrrolidin-3-yl)-5-(3-(trifluoromethyl)phenyl)oxazole-2-carboxamide C(#N)N1C[C@@H](C[C@@H]1C)NC(=O)C=1OC(=CN1)C1=CC(=CC=C1)C(F)(F)F